N5-(2-(4-Acetylmorpholin-2-yl)ethyl)-N3-methyl-1-((S)-1-phenylethyl)-1H-pyrazole-3,5-dicarboxamide C(C)(=O)N1CC(OCC1)CCNC(=O)C1=CC(=NN1[C@@H](C)C1=CC=CC=C1)C(=O)NC